4-(4-(tert-butoxy)-2-(4-(5-chloro-2-propionylphenyl)-5-methoxy-2-oxopyridin-1(2H)-yl)butyrylamino)thiophene-2-carboxylic acid C(C)(C)(C)OCCC(C(=O)NC=1C=C(SC1)C(=O)O)N1C(C=C(C(=C1)OC)C1=C(C=CC(=C1)Cl)C(CC)=O)=O